N1=CN=C(C=C1)NC1=CN=C2N(C1=O)C1(NC2=O)CCCCC1 3'-(pyrimidin-4-ylamino)-4'H-spiro[cyclohexane-1,6'-imidazo[1,5-a]pyrimidine]-4',8'(7'H)-dione